3,5-difluoro-4-((6S,8R)-8-methyl-3-(tetrahydro-2H-pyran-2-yl)-7-(2,2,2-trifluoroethyl)-6,7,8,9-tetrahydro-3H-pyrazolo[4,3-f]isoquinolin-6-yl)phenol FC=1C=C(C=C(C1[C@H]1N([C@@H](CC2=C3C(=CC=C12)N(N=C3)C3OCCCC3)C)CC(F)(F)F)F)O